4-(glycidyloxy)-N,N-diglycidyl-aniline C(C1CO1)OC1=CC=C(N(CC2CO2)CC2CO2)C=C1